C(#N)C1=C(C=C(C=C1)C1=NC(=NC2=CC=C(C=C12)C1=CC(=C(C=C1)OC)F)N1CCC(CC1)NC(OC(C)(C)C)=O)F tert-butyl (1-(4-(4-cyano-3-fluorophenyl)-6-(3-fluoro-4-methoxyphenyl)quinazolin-2-yl)piperidin-4-yl)carbamate